C(C1=CC=CC=C1)C(C(=O)O)(C(=O)O)OC[C@H]1O[C@H]([C@@H]([C@@]1(O)C#C)O)N1C2=NC(=NC(=C2N=C1)NCC1=CC=C(C=C1)F)Cl 2-benzyl-2-(((2R,3S,4R,5R)-5-(2-chloro-6-((4-fluorobenzyl)amino)-9H-purin-9-yl)-3-ethynyl-3,4-dihydroxytetrahydrofuran-2-yl)methoxy)malonic acid